B#[Fe] iron boride